CC=1C=CC=2N(C3=CC=C(C=C3C2C1)C)C1=CC=C(C=C1)C=1C(=C(C(=C(C1C1=CC=CC=2N(C3=CC=CC=C3C12)C1=CC=CC=C1)C1=CC=NC=C1)C#N)C1=CC=CC=2N(C3=CC=CC=C3C12)C1=CC=CC=C1)C1=CC=C(C=C1)N1C2=CC=C(C=C2C=2C=C(C=CC12)C)C 4,4''-bis(3,6-dimethyl-9H-carbazol-9-yl)-3',6'-bis(9-phenyl-9H-carbazol-4-yl)-5'-(pyridin-4-yl)-[1,1':2',1''-terphenyl]-4'-carbonitrile